(E)-8-oxo-3-octenoic acid methyl ester COC(C\C=C\CCCC=O)=O